C(C1=CC=CC=C1)OC=1C=C2CCC3(CC2=C(C1N1CC(NS1(=O)=O)=O)F)OCCO3 5-[6'-(benzyloxy)-8'-fluoro-3',4'-dihydro-1'H-spiro[[1,3]dioxolane-2,2'-naphthalen]-7'-yl]-1λ6,2,5-thiadiazolidine-1,1,3-trione